6-(heptan-2-yl)-1-isopropyl-N-(1-(3,4,5-trimethoxyphenyl)-1H-imidazol-4-yl)-1H-pyrazolo[3,4-d]pyrimidin-4-amine CC(CCCCC)C1=NC(=C2C(=N1)N(N=C2)C(C)C)NC=2N=CN(C2)C2=CC(=C(C(=C2)OC)OC)OC